C(C)N1C(=NC=2C1=NC(=CC2)C=2C=CN1N=C(N=CC12)N[C@@H]1CC[C@H](CC1)N)C trans-N1-(5-(3-ethyl-2-methyl-3H-imidazo[4,5-b]pyridin-5-yl)pyrrolo[2,1-f][1,2,4]triazin-2-yl)cyclohexane-1,4-diamine